BrCCCOC1=C(C=CC=C1C#N)C=1C=C2C(=C(C=NC2=CC1)C1=CC(=CC(=C1)F)F)N1CCC(CC1)NC(OC(C)(C)C)=O tert-butyl (1-(6-(2-(3-bromopropoxy)-3-cyanophenyl)-3-(3,5-difluorophenyl)quinolin-4-yl)piperidin-4-yl)carbamate